C(CN1C(=NC2=C1C=CC(=C2)C(N)=O)C=2C1=C(SC2C(=O)OCC)C(=CC=C1OC)F)N1C(=NC2=C1C=CC(=C2)C(N)=O)C=2C1=C(SC2C(=O)OCC)C(=CC=C1OC)F diethyl 3,3'-(ethane-1,2-diylbis(5-carbamoyl-1H-benzo[d]imidazole-1,2-diyl))bis(7-fluoro-4-methoxybenzo[b]thiophene-2-carboxylate)